C(C)(C)(C)OC(=O)N1CC=2C=C(C(NC2CC1)=O)Br.N1N=CC(=C1)C1=CC=C(O1)C(=O)N 5-(1H-pyrazol-4-yl)furan-2-carboxamide tert-butyl-3-bromo-2-oxo-1,5,7,8-tetrahydro-1,6-naphthyridine-6(2H)-carboxylate